(S)-4-((9-((1-(5-(2-(Diisopropylcarbamoyl)-4-fluorophenoxy)pyrimidin-4-yl)pyrrolidine-3-yl)methyl)-3,9-diazaspiro[5.5]undec-3-yl)sulfonyl)piperazine-1-carboxylic acid tert-butyl ester C(C)(C)(C)OC(=O)N1CCN(CC1)S(=O)(=O)N1CCC2(CC1)CCN(CC2)C[C@H]2CN(CC2)C2=NC=NC=C2OC2=C(C=C(C=C2)F)C(N(C(C)C)C(C)C)=O